1,3-dichloro-1-propyl-1,3-disilacyclobutane Cl[Si]1(C[SiH](C1)Cl)CCC